C1(=CC=CC=C1)C(\C=C\C1=C(C(=C(C=C1)O)O)O)=O (E)-1-phenyl-3-(2,3,4-trihydroxyphenyl)prop-2-en-1-one